N-(2-hydrazino-2-oxoethyl)-3,4-dihydroxybenzamide N(N)C(CNC(C1=CC(=C(C=C1)O)O)=O)=O